(5-(7-fluoro-6-(3-hydroxyazetidin-1-yl)-1H-imidazo[4,5-c]pyridin-2-yl)-1H-pyrrol-3-yl)(2-(trifluoromethyl)phenyl)methanone FC=1C2=C(C=NC1N1CC(C1)O)N=C(N2)C2=CC(=CN2)C(=O)C2=C(C=CC=C2)C(F)(F)F